C(C)(C)(C)OC(=O)N1[C@H](C=2C(CC1)=NN(C2N2C(NC(=C2)C)=C=O)C2=CC(=C(C(=C2)C)F)C)C (S)-2-(4-fluoro-3,5-dimethylphenyl)-4-methyl-3-(4-methyl-2-carbonyl-2,3-dihydro-1H-imidazol-1-yl)-2,4,6,7-tetrahydro-5H-pyrazolo[4,3-c]pyridine-5-carboxylic acid tert-butyl ester